C(=O)(O)C(CC=1C=C(OCCN(C(CC=2C=C(C=CC2)CC(C(=O)O)C2CNCC2)=O)C(CC=2C=C(C=CC2)CC(C(=O)O)C2CNCC2)=O)C=CC1)C1CNCC1 3,3'-((((2-(3-(2-carboxy-2-(pyrrolidin-3-yl)ethyl)phenoxy)ethyl)azanediyl)bis(2-oxoethane-2,1-diyl))bis(3,1-phenylene))bis(2-(pyrrolidin-3-yl)propanoic acid)